FC1(C(C2=C(C=CC(=C2C1)OCC1(CC(C1)C#N)F)SC(F)(F)F)O)F 3-(((2,2-difluoro-1-hydroxy-7-(trifluoromethylsulfanyl)-2,3-dihydro-1H-inden-4-yl)oxy)methyl)-3-fluorocyclobutane-1-carbonitrile